NC1=CC(=NC=C1)C(=O)NC(CC)(C)C 4-amino-N-(1,1-dimethylpropyl)pyridine-2-carboxamide